methyl 2-amino-3-[2-(trifluoromethyl)benzoyl]-4H,5H,6H-cyclopenta[b]thiophene-5-carboxylate NC1=C(C2=C(S1)CC(C2)C(=O)OC)C(C2=C(C=CC=C2)C(F)(F)F)=O